N-(1-(2-(dimethylamino)ethyl)piperidin-4-yl)-4-isopropyl-5-(8-methyl-[1,2,4]triazolo[1,5-a]pyridin-6-yl)-1H-pyrazole-3-carboxamide CN(CCN1CCC(CC1)NC(=O)C1=NNC(=C1C(C)C)C=1C=C(C=2N(C1)N=CN2)C)C